Hexafluorocubane FC12C3(C4(C5(C3(C1(C5C24)F)F)F)F)F